C1(CCCC1)C=1NN2C(=NC(=C(C2=O)N2CCN(CC2)C(=O)C2=NC=NC(=C2O)C)CC)N1 2-cyclopentyl-5-ethyl-6-(4-(5-hydroxy-6-methylpyrimidine-4-carbonyl)piperazin-1-yl)-7-oxo-[1,2,4]triazolo[1,5-a]pyrimidin